3-methoxy-4-nitropyridin-1-ium-1-olate COC=1C=[N+](C=CC1[N+](=O)[O-])[O-]